CNC(COC=1C(N(C2=CC=C(C=C2C1)[N+](=O)[O-])CCNC(OC(C)(C)C)=O)=O)=O tert-Butyl (2-(3-(2-(methylamino)-2-oxoethoxy)-6-nitro-2-oxoquinolin-1(2H)-yl) ethyl)carbamate